OC(CC(=O)[O-])CC=O 3-Hydroxy-5-Oxopentanoate